COC([C@H]([C@H]([C@@H]([C@@H](C(=O)OC)O)O)O)O)=O mannaric acid dimethyl ester